NC(C(C)NC(=O)C1=C(OC2=C1C=C(C=C2)OCC=2C(=NC=CC2)O)C)=O N-(1-amino-1-oxopropan-2-yl)-5-((2-hydroxypyridin-3-yl)methoxy)-2-methylbenzofuran-3-carboxamide